6-[(3-methyl-1,2,4-oxadiazol-5-yl)methoxy]-2-[[2-[2-oxo-3-(3-oxo-4H-pyrazino[2,3-b][1,4]oxazin-6-yl)-1,3-oxazolidin-5-yl]ethylamino]methyl]-2,3-dihydro-1H-indene-4-carbonitrile CC1=NOC(=N1)COC=1C=C(C=2CC(CC2C1)CNCCC1CN(C(O1)=O)C1=NC2=C(OCC(N2)=O)N=C1)C#N